ethyl 4-(2-bromo-4-fluorophenyl)-6-((1,3-dioxoisoindol-2-yl) methyl)-2-(thiazol-2-yl)-1,4-dihydropyrimidine-5-carboxylate BrC1=C(C=CC(=C1)F)C1N=C(NC(=C1C(=O)OCC)CN1C(C2=CC=CC=C2C1=O)=O)C=1SC=CN1